NCCCCS(=O)(=O)N 4-Aminobutane-1-sulfonamide